(3-((5-((4-(3-((2-((1S)-1-((tetrahydro-2H-pyran-2-yl)oxy)ethyl)-1H-imidazol-1-yl)methyl)isoxazol-5-yl)phenyl)ethynyl)pyridin-2-yl)methyl)-3-azabicyclo[3.1.0]hexan-6-yl)methanamine O1C(CCCC1)O[C@@H](C)C=1N(C=CN1)CC1=NOC(=C1)C1=CC=C(C=C1)C#CC=1C=CC(=NC1)CN1CC2C(C2C1)CN